((6R,9S,12S)-12-carbamoyl-6-(3-guanidinopropyl)-2,2-dimethyl-4,7,10-trioxo-9-((perfluorophenyl) methyl)-3-oxa-5,8,11-triazahexadecan-16-yl) carbamate C(N)(OCCCC[C@H](NC([C@@H](NC([C@H](NC(OC(C)(C)C)=O)CCCNC(=N)N)=O)CC1=C(C(=C(C(=C1F)F)F)F)F)=O)C(N)=O)=O